2,2,2-trifluoro-1-(5-fluoro-3-methylbenzofuran-2-yl)ethan-1-amine FC(C(N)C=1OC2=C(C1C)C=C(C=C2)F)(F)F